COC1=CC=C(C2=C1NC(=N2)NC(=O)C2=CC=C(C=C2)C(=O)N(C)C)C=2CCNCC2 N4-[7-methoxy-4-(1,2,3,6-tetrahydropyridin-4-yl)-1H-1,3-benzodiazol-2-yl]-N1,N1-dimethylbenzene-1,4-dicarboxamide